5-(1-(2-chloro-3-fluorophenyl)ethoxy)-N-((R,E)-4-(methylsulfonyl)but-3-en-2-yl)pyrimidine-2-carboxamide ClC1=C(C=CC=C1F)C(C)OC=1C=NC(=NC1)C(=O)N[C@H](C)\C=C\S(=O)(=O)C